1-benzyl-4-(4-(hexyloxy)phenyl)-1H-1,2,3-triazole C(C1=CC=CC=C1)N1N=NC(=C1)C1=CC=C(C=C1)OCCCCCC